[Si](C)(C)(C(C)(C)C)OC1=CC=C(C=C1)C1=CC2=C(N=C(N=C2)SC)N(C1=O)C 6-(4-((tert-butyldimethylsilyl)oxy)phenyl)-8-methyl-2-(methylthio)pyrido[2,3-d]pyrimidin-7(8H)-one